1-(5-(4-Chlorothiophen-2-yl)-2-(m-tolyl)oxazol-4-yl)-5-fluoro-4-(methylamino)pyrimidin-2(1H)-one ClC=1C=C(SC1)C1=C(N=C(O1)C=1C=C(C=CC1)C)N1C(N=C(C(=C1)F)NC)=O